C(C)(=O)C=1CCN(CC1)C(=O)OC(C)(C)C Tert-butyl 4-acetyl-3,6-dihydropyridine-1(2H)-carboxylate